ClC=1C=C(C=CC1F)[C@@H](NC(=O)N1[C@@H](C(NCC1)=O)C)C1=CC(=NC=C1)OCC(F)(F)F (2R)-N-((S)-(3-chloro-4-fluorophenyl)(2-(2,2,2-trifluoroethoxy)pyridin-4-yl)methyl)-2-methyl-3-oxopiperazine-1-carboxamide